FC(C1=NN=C(O1)C=1C=CC(=NC1)CN(C(=O)C1(CN(C1)C1CCN(CC1)C)F)C1=CC(=CC=C1)F)F N-((5-(5-(difluoromethyl)-1,3,4-oxadiazol-2-yl)pyridin-2-yl)methyl)-3-fluoro-N-(3-fluorophenyl)-1-(1-methylpiperidin-4-yl)azetidine-3-carboxamide